NC1=C(C(=NN1C(C([2H])([2H])[2H])C)C1=CC=C(C=C1)C(C(=O)OC)C)C#N Methyl 2-[4-[5-amino-4-cyano-1-(2,2,2-trideuterio-1-methylethyl)pyrazol-3-yl]phenyl]propanoate